(R)-6-fluoro-1-(4-hydroxyphenyl)-4-oxo-7-(2-((pyridin-2-yloxy)methyl)pyrrolidin-1-yl)-1,4-dihydroquinoline-3-carboxylic acid FC=1C=C2C(C(=CN(C2=CC1N1[C@H](CCC1)COC1=NC=CC=C1)C1=CC=C(C=C1)O)C(=O)O)=O